tert-butyl 2-([4-[4-([[(2R,3S)-3-[(tert-butoxycarbonyl) amino]-5-carbamoylpentan-2-yl]oxy]methyl)phenyl] but-3-yn-1-yl]oxy)acetate C(C)(C)(C)OC(=O)N[C@H]([C@@H](C)OCC1=CC=C(C=C1)C#CCCOCC(=O)OC(C)(C)C)CCC(N)=O